tert-butyl 3-(1-(cyclopropylmethyl)-7-(2-methoxypyridin-3-yl)-5-(1-methyl-1,4,5,6-tetrahydropyrrolo[3,4-c]pyrazole-5-carbonyl)-1H-indol-2-yl)-5,6-dihydropyridine-1(2H)-carboxylate C1(CC1)CN1C(=CC2=CC(=CC(=C12)C=1C(=NC=CC1)OC)C(=O)N1CC=2N(N=CC2C1)C)C=1CN(CCC1)C(=O)OC(C)(C)C